(R)-4-(8-(5-Imino-3,6,6-trimethyl-1,1-dioxidothiomorpholin-3-yl)dibenzo[b,d]thiophen-2-yl)but-3-yn-2-one N=C1C(S(C[C@@](N1)(C)C=1C=CC2=C(C3=C(S2)C=CC(=C3)C#CC(C)=O)C1)(=O)=O)(C)C